Cl.FC1=C(C=CC(=C1)F)NN 2,4-difluorophenylhydrazine hydrochloride